CC1=C(C(CCC1)(C)C)C=O The molecule is a monoterpenoid formally derived from citral by cyclisation. It is a volatile compound produced by a cyanobacteria. It has a role as a bacterial metabolite.